CC1=NC(=CC=C1C1=CC(=C(C#N)C(=C1)N1C2=C(C3=CC=CC=C13)C=CN=C2)N2C1=C(C3=CC=CC=C23)C=CN=C1)C 4-(2,6-dimethylpyridin-3-yl)-2,6-bis(9H-pyrido[3,4-b]indol-9-yl)benzonitrile